diallyltartaric acid amide C(C=C)C(C(C(=O)N)(O)CC=C)(O)C(=O)O